11-(4-{[(5Z,8Z,11Z,14Z,17Z)-1-oxoicosa-5,8,11,14,17-pentaenyl] oxy} butyl)-2-methyl-9-oxo-2,8-diaza-5,10-dioxapentadecan-15-yl (5Z,8Z,11Z,14Z,17Z)-icosa-5,8,11,14,17-pentaenoate C(CCC\C=C/C\C=C/C\C=C/C\C=C/C\C=C/CC)(=O)OCCCCC(OC(NCCOCCN(C)C)=O)CCCCOC(CCC\C=C/C\C=C/C\C=C/C\C=C/C\C=C/CC)=O